S1C(=NC2=C1C=CC=C2)NC(=O)C=2C=CC=C1CCN(CC21)C2=CC=C(C(=N2)C(=O)OC(C)(C)C)C2=C(C(=CC=C2)CCCOC2CCN(CC2)CC(=O)OCC)C tert-butyl 6-[8-(1,3-benzothiazol-2-ylcarbamoyl)-3,4-dihydro-1H-isoquinolin-2-yl]-3-[3-[3-[[1-(2-ethoxy-2-oxo-ethyl)-4-piperidyl]oxy]propyl]-2-methyl-phenyl]pyridine-2-carboxylate